4-(benzyloxy)-3-iodo-1-methylpyridin-2(1H)-one C(C1=CC=CC=C1)OC1=C(C(N(C=C1)C)=O)I